2-allyl-1-(4-hydroxy-6-(2-hydroxypropan-2-yl)pyridin-2-yl)-6-((3-(4-hydroxybutyl)-4-(9-methyl-3,9-diazaspiro[5.5]undec-3-yl)phenyl)amino)-1,2-dihydro-3H-pyrazolo[3,4-d]pyrimidin-3-one C(C=C)N1N(C2=NC(=NC=C2C1=O)NC1=CC(=C(C=C1)N1CCC2(CC1)CCN(CC2)C)CCCCO)C2=NC(=CC(=C2)O)C(C)(C)O